(E)-3-(5,6-dihydroxypyrimidin-4-yl)-4-(4-((4-(morpholinomethyl)phenyl)ethynyl)phenyl)butan-2-one O-methyl oxime CO\N=C(/C)\C(CC1=CC=C(C=C1)C#CC1=CC=C(C=C1)CN1CCOCC1)C1=NC=NC(=C1O)O